FC=1C=CC(=C(C1)C(C)=NO)OCC1=CC=C(C=C1)OC 1-(5-fluoro-2-((4-methoxybenzyl)oxy)phenyl)ethanone oxime